C(C)(C)C1=NN(C=2C=NN(C(C21)=O)CC(=O)N[C@@H](C)C2=CC=C(C=C2)C)C (S)-2-(3-Isopropyl-1-methyl-4-oxo-1,4-dihydro-5H-pyrazolo[3,4-d]pyridazin-5-yl)-N-(1-(p-tolyl)ethyl)acetamid